2-ethyl-6-(3-methoxyphenyl)-2H-indazole C(C)N1N=C2C=C(C=CC2=C1)C1=CC(=CC=C1)OC